C(#N)N([S@](=O)(=N)C=1C=NN2C1OC[C@H](C2)N2CC(C2)OC)C(NC2=C1CCCC1=C(C=1CCCC21)F)=O (R,6S)-N-cyano-N-((8-fluoro-1,2,3,5,6,7-hexahydro-s-indacen-4-yl)carbamoyl)-6-(3-methoxyazetidin-1-yl)-6,7-dihydro-5H-pyrazolo[5,1-b][1,3]oxazine-3-sulfonimidamide